O=C1N(CC2=CC(=CC=C12)CN1CCN(CC1)CC1=CC=C(C=C1)C=1SC=CC1)C1C(NC(CC1)=O)=O 3-(1-oxo-5-((4-(4-(thiophen-2-yl)benzyl)piperazin-1-yl)methyl)isoindolin-2-yl)piperidine-2,6-dione